BrC=1C=C(C=C2C=CC=C(C12)C#C[Si](C(C)C)(C(C)C)C(C)C)B1OC(C(O1)(C)C)(C)C ((8-Bromo-6-(4,4,5,5-tetramethyl-1,3,2-dioxaborolan-2-yl)naphthalen-1-yl)ethynyl)triisopropylsilane